N,N-diethyl-aminoethyl-acrylamide C(C)N(C(C(=C)CCN)=O)CC